4-(4-Bromo-2-oxo-2,3-dihydro-1H-1,3-benzodiazol-1-yl)-N-(3-chloro-4-methoxyphenyl)piperidine-1-carboxamide BrC1=CC=CC=2N(C(NC21)=O)C2CCN(CC2)C(=O)NC2=CC(=C(C=C2)OC)Cl